3-(4-(4-(4-(4-(4-chlorophenoxy)phenyl)-5-isopropylthiazol-2-yl)piperidin-1-yl)butyl)-1H-indole-5-carbonitrile ClC1=CC=C(OC2=CC=C(C=C2)C=2N=C(SC2C(C)C)C2CCN(CC2)CCCCC2=CNC3=CC=C(C=C23)C#N)C=C1